N-(4-([1,4'-bipiperidin]-1'-ylmethyl)phenyl)-4-((4-chlorophenyl)amino)-3-methoxybenzamide N1(CCCCC1)C1CCN(CC1)CC1=CC=C(C=C1)NC(C1=CC(=C(C=C1)NC1=CC=C(C=C1)Cl)OC)=O